ClC=1C=C(OCC(=O)N[C@H]2CO[C@@H](OC2)C(=O)O)C=CC1C(F)F trans-5-{2-[3-chloro-4-(difluoromethyl)phenoxy]acetamido}-1,3-dioxane-2-carboxylic acid